C(C)(C)C1=NN(C(C2=CC=C(C=C12)C)=O)CC(=O)N 2-(4-Isopropyl-6-Methyl-1-Oxophthalazin-2(1H)-yl)Acetamide